(2,5,8-trimethylimidazo[1,2-a]pyrazin-3-yl)methanone CC=1N=C2N(C(=CN=C2C)C)C1C=O